7-Fluoro-5-methyl-6-oxo-8-(4-(4-(trifluoromethoxy)phenoxy)piperidin-1-yl)-5,6-dihydro-1,5-naphthyridine-2-carbonitrile FC=1C(N(C=2C=CC(=NC2C1N1CCC(CC1)OC1=CC=C(C=C1)OC(F)(F)F)C#N)C)=O